COC(=O)C=1C=CC2=C(OCCC3=C2C=CC=C3C#N)C1 8-cyano-6,7-dihydrodibenzo[b,d]oxepin-3-carboxylic acid methyl ester